C(CC#CCCCC)OC(CCC(=O)OCCCCCCN(CCCCCC(=O)OCCCCCCCCCCC)CCO)OCCC#CCCCC undecyl 6-((6-((4,4-bis(oct-3-yn-1-yloxy)butanoyl)oxy)hexyl)(2-hydroxyethyl)amino)hexanoate